6-isopropyl-1-tetrahydropyran-2-yl-pyrano[4,3-f]Indazol-8-one C(C)(C)C1=CC=2C=C3C=NN(C3=CC2C(O1)=O)C1OCCCC1